1-(4-fluorophenyl)-4-methyl-5-({[6-(oxolane-3-carbonyl)-5H,6H,7H-pyrrolo[3,4-b]pyridin-2-yl]oxy}methyl)-1H-1,2,3-triazole FC1=CC=C(C=C1)N1N=NC(=C1COC1=CC=C2C(=N1)CN(C2)C(=O)C2COCC2)C